N3-(2,2-difluoro-6-((4-fluoro-3-(trifluoromethyl)phenyl)carbamoyl)benzo[d][1,3]dioxol-5-yl)-4-methoxy-N1-((1-(methylsulfonyl)cyclopropyl)methyl)isophthalamide FC1(OC2=C(O1)C=C(C(=C2)NC(C=2C=C(C(=O)NCC1(CC1)S(=O)(=O)C)C=CC2OC)=O)C(NC2=CC(=C(C=C2)F)C(F)(F)F)=O)F